2-fluoro-N-((2R)-1-(7-(4-fluorophenyl)-9-methyl-10-oxo-3,9-diazaspiro[5.5]undecan-3-yl)-3-methyl-1-oxobutan-2-yl)benzamide FC1=C(C(=O)N[C@@H](C(=O)N2CCC3(CC2)C(CN(C(C3)=O)C)C3=CC=C(C=C3)F)C(C)C)C=CC=C1